(S)-2-amino-3-(4-(5-(4'-methoxybiphenyl-3-yl)-1,2,4-oxadiazol-3-yl)phenyl)propanoic acid hydrochloride Cl.N[C@H](C(=O)O)CC1=CC=C(C=C1)C1=NOC(=N1)C=1C=C(C=CC1)C1=CC=C(C=C1)OC